(Z) or (E)-3-penten-2-one CC(C=CC)=O